COC1CCN(CC1)S(=O)(=O)C1=CC=C(C(=O)O)C=C1 4-(4-methoxypiperidine-1-sulfonyl)benzoic acid